C(C)OC(=O)C=1OC2=C(C1)C=CC(=C2)S(=O)(=O)NC=2C(=NC=CC2)N2CCN(CC2)CC2=CC=CC=C2 6-(N-(2-(4-Benzylpiperazin-1-yl)pyridin-3-yl)aminosulfonyl)benzofuran-2-carboxylic acid ethyl ester